OC(CNC1=CC=C(C=C1)C(C)C)C1=NNC(O1)=O 5-[1-hydroxy-2-(4-isopropylphenylamino)ethyl]-1,3,4-oxadiazol-2(3H)-one